NCCOCCOCCN(C=1C=C2C(=CN(C(C2=CN1)=O)C)C1=CC(=C(C(=C1)OC)CN(C)C)OC)C 6-([2-[2-(2-aminoethoxy)ethoxy]ethyl](methyl)amino)-4-[4-[(dimethylamino)methyl]-3,5-dimethoxyphenyl]-2-methyl-2,7-naphthyridin-1-one